FC([C@H](O)C1=C(C=CC=C1)N1N=C(C=C1)C)(F)F (R)-2,2,2-trifluoro-1-(2-(3-methyl-1H-pyrazol-1-yl)phenyl)ethanol